(R)-N-((S)-1-amino-1-oxo-3-((S)-2-oxopyrrolidin-3-yl)propan-2-yl)-1-((S)-3,3-dimethyl-2-(2,2,2-trifluoroacetamido)butanoyl)-3,3-dimethyl-1,3-azasilolidine-5-carboxamide NC([C@H](C[C@H]1C(NCC1)=O)NC(=O)[C@@H]1C[Si](CN1C([C@H](C(C)(C)C)NC(C(F)(F)F)=O)=O)(C)C)=O